fluoro-N-(3-hydroxy-1-phenylpropyl)isonicotinamide FC1=C(C(=O)NC(CCO)C2=CC=CC=C2)C=CN=C1